1,2-dibutoxyethan C(CCC)OCCOCCCC